[Ni].C(C)(=O)CC(C)=O Acetylacetone nickel